1,2-dichloro-4-iodo-benzene ClC1=C(C=C(C=C1)I)Cl